N,N'-methylene-bis-morpholine C(N1CCOCC1)N1CCOCC1